3,4-dichloro-5-cyanoisothiazole ClC1=NSC(=C1Cl)C#N